[N+](=O)([O-])C1=CC=C2/C(/OC(C2=C1)=O)=C/C1=C(C=CC=C1)C(F)(F)F (Z)-6-nitro-3-(2-(trifluoromethyl)benzylidene)isobenzofuran-1(3H)-one